2-Bromo-5-methylpyridin-3-yl 3-azido-3-deoxy-1-thio-α-D-galactopyranoside N(=[N+]=[N-])[C@@H]1[C@H]([C@@H](SC=2C(=NC=C(C2)C)Br)O[C@@H]([C@@H]1O)CO)O